1-[4-(2,3-Dimethylphenyl)piperazin-1-yl]-2-{3-[4-(methylsulfonyl)piperazin-1-carbonyl]-5,6-dihydrocyclopenta[c]pyrazol-1(4H)-yl}ethan-1-on CC1=C(C=CC=C1C)N1CCN(CC1)C(CN1N=C(C2=C1CCC2)C(=O)N2CCN(CC2)S(=O)(=O)C)=O